5-chloro-2-(1,1-dioxidoisothiazolidin-2-yl)-N-(3-methoxy-5-propylphenyl)isonicotinamide ClC1=CN=C(C=C1C(=O)NC1=CC(=CC(=C1)CCC)OC)N1S(CCC1)(=O)=O